4-Amino-N-(3-(4,4-difluoropiperidin-1-yl)phenyl)-2-(4,4-dimethyl-1,4-azasilinan-1-yl)benzamide NC1=CC(=C(C(=O)NC2=CC(=CC=C2)N2CCC(CC2)(F)F)C=C1)N1CC[Si](CC1)(C)C